(RS)-6-[2-(4-methoxyphenyl)-1H-benzimidazol-5-yl]-5-methyl-4,5-dihydropyridazin-3(2H)-one COC1=CC=C(C=C1)C1=NC2=C(N1)C=CC(=C2)C=2[C@@H](CC(NN2)=O)C |r|